CC1=CC(=NC(=C1)C1OC2=C(C1)C=C(C=C2)C(F)(F)F)C#N 4-methyl-6-[5-(trifluoromethyl)-2,3-dihydro-1-benzofuran-2-yl]-2-pyridinecarbonitrile